2-(2-methyl-1-p-benzenesulfonyl-1H-pyrrolo[3,2-c]pyridin-3-yl)ethane-1-amine CC1=C(C=2C=NC=CC2N1S(=O)(=O)C1=CC=CC=C1)CCN